C(#N)C=1C=C2C(C(=CN(C2=CC1N1[C@H](CCC1)COC1=NC=CC=C1F)C=1C=NN(C1)C)C(=O)O)=O |r| rac-(R)-6-cyano-7-(2-(((3-fluoropyridin-2-yl)oxy)methyl)pyrrolidin-1-yl)-1-(1-methyl-1H-pyrazol-4-yl)-4-oxo-1,4-dihydro-quinoline-3-carboxylic acid